1,3,4-trimethylpyrazole-5-carboxylic acid CN1N=C(C(=C1C(=O)O)C)C